(bromomethyl)-3-fluoro-4-methoxy-5-nitro-benzene BrCC1=CC(=C(C(=C1)[N+](=O)[O-])OC)F